CC=1CC2N(C(C3=C(N=C2)C=CC=C3)=O)C1 2-methyl-1H-benzo[e]pyrrolo[1,2-a][1,4]diazepin-5(11aH)-one